C(C)(C)(NC1CCCCC1)NC1CCCCC1 isopropylidenebis(cyclohexylamine)